(13Z)-octadecen-3-yn-1-ol C(=CC#CCCCCCCCCCCCCCC)O